CC1=NC=C(C=N1)NC(C1=C(C=CC=C1)[N+](=O)[O-])=O N-(2-methylpyrimidin-5-yl)-2-nitrobenzamide